2-amino-6-(2-(2,6-dioxopiperidin-3-yl)-1-oxoisoindolin-5-yl)-4-(trifluoromethyl)nicotinnitrile NC1=C(C#N)C(=CC(=N1)C=1C=C2CN(C(C2=CC1)=O)C1C(NC(CC1)=O)=O)C(F)(F)F